8-fluoro-7-(7-fluoro-8-((triisopropylsilyl)ethynyl)naphthalen-1-yl)pyrido[4,3-d]pyrimidine-2,4-diol FC1=C(N=CC2=C1N=C(N=C2O)O)C2=CC=CC1=CC=C(C(=C21)C#C[Si](C(C)C)(C(C)C)C(C)C)F